N1C[C@@H](CCCC1)NC1=NC=2N(C=C1)N=CC2C(=O)NC2=C(C=C(C=C2)N2CCOCC2)C(F)(F)F (R)-5-(azepan-3-ylamino)-N-(4-morpholino-2-(trifluoromethyl)phenyl)pyrazolo[1,5-a]pyrimidine-3-carboxamide